2-ethoxyethylen C(C)OC=C